(R)-6-chloro-3-((1-(2-cyano-7-methyl-3-(2-oxa-7-azaspiro[3.5]nonan-7-yl)quinoxalin-5-yl)ethyl)amino)picolinic acid ClC1=CC=C(C(=N1)C(=O)O)N[C@H](C)C1=C2N=C(C(=NC2=CC(=C1)C)C#N)N1CCC2(COC2)CC1